FC1=C(CN2N=C(C=3C2=NC=C(C3)F)C3=NC(=C(C(=N3)N)N)N)C(=CC=C1)F 2-(1-(2,6-difluorobenzyl)-5-fluoro-1H-pyrazolo[3,4-b]pyridin-3-yl)pyrimidine-4,5,6-triamine